7-methyl-5-(pyridin-2-yl)isothiazolo[4,5-b]Pyridine-3-carboxylic acid CC1=C2C(=NC(=C1)C1=NC=CC=C1)C(=NS2)C(=O)O